5-methyl-1-(1-((4'-(piperazin-1-ylmethyl)-[1,1'-biphenyl]-4-yl)methyl)-1H-indol-5-yl)-1H-pyrazole-3-carboxamide CC1=CC(=NN1C=1C=C2C=CN(C2=CC1)CC1=CC=C(C=C1)C1=CC=C(C=C1)CN1CCNCC1)C(=O)N